NC1=NC(=NC=C1OC)C=1C=C2C=CN(C(C2=CC1F)=O)CCC[C@H](C)NC=1C=NNC(C1C(F)(F)F)=O 6-(4-amino-5-methoxypyrimidin-2-yl)-7-fluoro-2-[(4S)-4-[[6-oxo-5-(trifluoromethyl)-1H-pyridazin-4-yl]amino]pentyl]isoquinolin-1-one